cadmium tetraoxide [O-]OO[O-].[Cd+2]